FC(S(=O)(=O)C1=CC=C(C=C1)C(C)=O)(F)F 1-(4-(trifluoromethylsulfonyl)phenyl)ethan-1-one